4-(5-(3-(2,5-difluorophenyl)morpholino)pyrazolo[1,5-a]pyrimidine-3-carboxamido)phenyl tert-butylpiperazine-1-carboxylate C(C)(C)(C)C1N(CCNC1)C(=O)OC1=CC=C(C=C1)NC(=O)C=1C=NN2C1N=C(C=C2)N2C(COCC2)C2=C(C=CC(=C2)F)F